C(CCCCC)NCCC(CCN)NC(=N)N N-hexyl-3-guanidino-1,5-pentylenediamine